2,6-Dimethylpyridine-3,5-diylbis(m-tolylmethanone) CC1=NC(=C(C=C1C(=O)C=1C=C(C=CC1)C)C(=O)C=1C=C(C=CC1)C)C